(2s,4s)-2-[2-(m-tolyl)-7-azaspiro[3.5]nonane-7-carbonyl]-7-oxa-5-azaspiro[3.4]octan-6-one C1(=CC(=CC=C1)C1CC2(C1)CCN(CC2)C(=O)C2CC1(C2)NC(OC1)=O)C